C(C)(C)NC([C@@H](C)N1CCN(CC1)C1=CC(=C2C(=N1)C(=CS2)C(=O)NC)C(F)(F)F)=O (R)-5-(4-(1-(isopropylamino)-1-oxopropan-2-yl)piperazin-1-yl)-N-methyl-7-(trifluoromethyl)thieno[3,2-b]pyridine-3-carboxamide